3-[2,4-bis(trifluoromethyl)phenyl]-7,8-difluoro-2,3,4,5-tetrahydro-1H-1-benzazepine-2-One FC(C1=C(C=CC(=C1)C(F)(F)F)C1C(NC2=C(CC1)C=C(C(=C2)F)F)=O)(F)F